ClC=1C(=NC(=NC1)NC1=C(C=C(C(=C1)C)C=1C[C@@H](N([C@H](C1)C)C1CCOCC1)C)OC(C)C)NC1=C(C=CC=C1)S(=O)(=O)C(C)C 5-chloro-N2-(4-((trans)-2,6-dimethyl-1-(tetrahydro-2H-pyran-4-yl)-1,2,3,6-tetrahydropyridin-4-yl)-2-isopropoxy-5-methylphenyl)-N4-(2-(isopropylsulfonyl)phenyl)pyrimidine-2,4-diamine